C(C)(=O)O[C@@H](C(NC=1SC=2C(=CC3=C(N=CO3)C2)N1)=O)C (R)-1-oxo-1-(thiazolo[4',5':4,5]benzo[1,2-d]oxazol-6-ylamino)propan-2-yl acetate